FC(C1=NN(C=C1C(=O)NC1=C(C=CC=C1)C1=CC=C(C=C1)C#CC)C)F 3-(Difluoromethyl)-1-methyl-N-[4'-(prop-1-yne-1-yl)biphenyl-2-yl]-1H-pyrazole-4-carboxamide